3-pentyloctanoate C(CCCC)C(CC(=O)[O-])CCCCC